NC([C@H](C[C@H]1C(NC(C1)(C)C)=O)NC(=O)[C@H]1N(C[C@H]2[C@@H]1CCC2)C(=O)C=2NC1=CC(=CC(=C1C2)OC)Cl)=O (1S,3aR,6aS)-N-((S)-1-amino-3-((R)-5,5-dimethyl-2-oxopyrrolidin-3-yl)-1-oxopropan-2-yl)-2-(6-chloro-4-methoxy-1H-indole-2-carbonyl)octahydrocyclopenta[c]pyrrole-1-carboxamide